11-((t-butoxycarbonyl)amino)undecanoic acid C(C)(C)(C)OC(=O)NCCCCCCCCCCC(=O)O